ClC1=NNC2=C1C=C(C=C2Cl)Cl 3,5,7-trichlorobenzo-pyrazole